C(C(=C)C)(=O)OCCOP(=O)(OCCOC(C(=C)C)=O)O.CC(C(=O)C=1C=C(C=CC1)C)CC1=CC=CC=C1 2-methyl-3-phenyl-1-(m-tolyl)propan-1-one Bis[2-(methacryloyloxy)ethyl]phosphate